Methyl ((S)-3-(4-(allyloxy)phenyl)-2-((tert-butoxycarbonyl)amino)propanoyl)-L-leucinate C(C=C)OC1=CC=C(C=C1)C[C@@H](C(=O)N[C@@H](CC(C)C)C(=O)OC)NC(=O)OC(C)(C)C